(4-fluorophenyl)-N-(4-methyl-3-((3-methyl-4-oxo-3,4-dihydropyrido[3,2-d]pyrimidin-6-yl)oxy)phenyl)-5-(methylsulfinyl)-1H-pyrazole-3-carboxamide FC1=CC=C(C=C1)N1N=C(C=C1S(=O)C)C(=O)NC1=CC(=C(C=C1)C)OC=1C=CC=2N=CN(C(C2N1)=O)C